5-(1-methylsulfonylethyl)furan-2-carboxylic acid CS(=O)(=O)C(C)C1=CC=C(O1)C(=O)O